N-{2-[p-({[(2,2-dimethylpropionylamino)methyl]carbonylamino}methyl)phenyl]ethyl}-5-ethoxy-3-pyrazolecarboxamide CC(C(=O)NCC(=O)NCC1=CC=C(C=C1)CCNC(=O)C1=NNC(=C1)OCC)(C)C